1-(2,4-Dichloronaphthalen-1-yl)-1H-pyrrole-2,5-dione ClC1=C(C2=CC=CC=C2C(=C1)Cl)N1C(C=CC1=O)=O